N-tert-Butoxycarbonyl-3,3-difluoro-4-hydroxypiperidine C(C)(C)(C)OC(=O)N1CC(C(CC1)O)(F)F